CO[C@H]1CN(CC1)C1=CC=2C3=NNC=4C=CC(O[C@H](CCOC[C@H](OC(=N1)N2)C)C)=CC34 (8R,13S)-4-[(3R)-3-methoxypyrrolidin-1-yl]-8,13-dimethyl-7,10,14-trioxa-5,19,20,23-tetraazatetracyclo[13.5.2.12,6.018,21]tricosa-1(20),2(23),3,5,15(22),16,18(21)-heptaene